NC1C(CN(CC1)C(=O)OC(C)(C)C)(F)F tert-butyl 4-amino-3,3-difluoro-piperidine-1-carboxylate